9'-(4-chlorophenyl)-9H,9'H-3,3'-Bicarbazole ClC1=CC=C(C=C1)N1C2=CC=CC=C2C=2C=C(C=CC12)C=1C=CC=2NC3=CC=CC=C3C2C1